BrC1=C(SC2=C1N=CN=C2C2=CC(=CC(=C2)F)F)C(=O)O 7-bromo-4-(3,5-difluorophenyl)thieno[3,2-d]pyrimidine-6-carboxylic acid